furo[3,4-d]pyrrolo[3,2-b]pyridine-2-carboxamide N=1C(=CC2=NC=C3C(C21)=COC3)C(=O)N